FC1=C(C=C(C=C1C)C1=C(C=CC=C1OCCCC=C)C)[C@H](CC(=O)OCC)NC([C@H](CC=C)N1C(C=CC=C1)=O)=O Ethyl (S)-3-(4-fluoro-2',5-dimethyl-6'-(pent-4-en-1-yloxy)-[1,1'-biphenyl]-3-yl)-3-((S)-2-(2-oxopyridin-1(2H)-yl)pent-4-enamido)propanoate